C(C)N(CCN1N=C(C(=C1)NC1=NC=C(C(=N1)NCCCN1C(COCCC1)=O)C(F)(F)F)C)CC 4-(3-((2-((1-(2-(diethylamino)ethyl)-3-methyl-1H-pyrazol-4-yl)amino)-5-(trifluoromethyl)pyrimidin-4-yl)amino)propyl)-1,4-oxazepan-3-one